1-allyl-2,3-dimethylimidazole C(C=C)N1C(N(C=C1)C)C